sulfamic acid 4-[trans-2,2-dimethyl-3-(3-phenyl-1,2,4-oxadiazol-5-yl) cyclopropyl]Phenyl ester CC1([C@H]([C@@H]1C1=NC(=NO1)C1=CC=CC=C1)C1=CC=C(C=C1)OS(N)(=O)=O)C